ClN1CCN(CC1)C1=CC(=CC=2OCCOC21)C 5-(4-chloropiperazin-1-yl)-7-methyl-2,3-dihydro-1,4-benzodioxine